N[C@@H]1C2=CC=CC=C2CC12CCN(CC2)C=2NC(C1=C(N2)NN=C1C(=C)C1=NC=CC(=C1)C(F)(F)F)=O (S)-6-(1-amino-1,3-dihydro-spiro[inden-2,4'-piperidin]-1'-yl)-3-(1-(4-(trifluoromethyl)pyridin-2-yl)vinyl)-1,5-dihydro-4H-pyrazolo[3,4-d]pyrimidin-4-one